N-(benzo[b]thiophen-5-ylmethyl)-1-(2-(4-(trifluoromethyl)phenyl)-2H-pyrazolo[3,4-d]pyrimidin-4-yl)azepane-3-carboxamide S1C2=C(C=C1)C=C(C=C2)CNC(=O)C2CN(CCCC2)C=2C=1C(N=CN2)=NN(C1)C1=CC=C(C=C1)C(F)(F)F